ClC=1C(=C(OCC(=O)OCC)C=C(C1CC1=CC(=C(C=C1)O)C(C)C)C(=C)C)F ethyl 2-(3-chloro-2-fluoro-4-(4-hydroxy-3-isopropylbenzyl)-5-(prop-1-en-2-yl)phenoxy)acetate